tert-butyl (4-(4-(3-fluoro-4-morpholinophenyl)quinazolin-6-yl)pyridin-2-yl)carbamate FC=1C=C(C=CC1N1CCOCC1)C1=NC=NC2=CC=C(C=C12)C1=CC(=NC=C1)NC(OC(C)(C)C)=O